ClC=1C(=NN(C1NC(=O)N[C@@H]1CN(C[C@H]1C1=CC(=C(C=C1)F)F)CCOC)C1=CC=CC=C1)OCC(C)(C)O 1-(4-chloro-3-(2-hydroxy-2-methylpropoxy)-1-phenyl-1H-pyrazol-5-yl)-3-((3S,4R)-4-(3,4-difluorophenyl)-1-(2-methoxyethyl)pyrrolidin-3-yl)urea